4-(3-methoxybenzoyl)-1H-pyrrole-2-carboxylate COC=1C=C(C(=O)C=2C=C(NC2)C(=O)[O-])C=CC1